NC1=NC=2C=C(C(=CC2C2=C1COC2)N2C(CC[C@@H](C2)C)C=2C=C1C3(C(NC1=C(C2)F)=O)CC3)F 5'-((5S)-1-(4-amino-7-fluoro-1,3-dihydrofurano[3,4-c]quinolin-8-yl)-5-methylpiperidin-2-yl)-7'-fluorospiro[cyclopropane-1,3'-indol]-2'-one